pentaerythritol bis(3-mercaptoisobutyrate) SCC(C(=O)OCC(COC(C(CS)C)=O)(CO)CO)C